OC1=CC=C(C=C1)C(=C(CC)C1=CC=C(C=C1)O)C1=CC=C(C=C1)N1CCN(CC1)CC1=CC=C(C=C1)NC1C(NC(CC1)=O)=O 3-((4-((4-(4-(1,2-di(4-hydroxyphenyl)but-1-en-1-yl)phenyl)piperazin-1-yl)methyl)phenyl)amino)piperidine-2,6-dione